2'-chloro-N-(6-chloro-[1,3]thiazolo[4,5-c]pyridin-2-yl)-5'-methoxy-6-methyl-[4,4'-bipyridine]-3-carboxamide ClC1=NC=C(C(=C1)C1=C(C=NC(=C1)C)C(=O)NC=1SC2=C(C=NC(=C2)Cl)N1)OC